4-Carboxy-5,8,11-tris(carboxymethyl)-1-phenyl-2-oxa-5,8,11-triazatridecan-13-oic acid C(=O)(O)C(COCC1=CC=CC=C1)N(CCN(CCN(CC(=O)O)CC(=O)O)CC(=O)O)CC(=O)O